3-bromo-2-(bromomethyl)-6-methylpyridine BrC=1C(=NC(=CC1)C)CBr